tert-butyl ((2R)-1-((1,3-dimethyl-4-(1-(tetrahydro-2H-pyran-2-yl)-3-vinyl-1H-pyrazolo[3,4-c]pyridin-5-yl)-1H-pyrazol-5-yl)oxy)propan-2-yl)(methyl)carbamate CN1N=C(C(=C1OC[C@@H](C)N(C(OC(C)(C)C)=O)C)C=1C=C2C(=CN1)N(N=C2C=C)C2OCCCC2)C